N[C@H](C)C=1C=C(C=C2C(C=C(OC12)N1CCC(CC1)(C)C)=O)C 8-[(1R)-1-aminoethyl]-2-(4,4-dimethyl-1-piperidinyl)-6-methyl-chromen-4-one